(pyrido[3,4-b]pyrazin-8-ylethynyl)nicotinamide N1=C2C(=NC=C1)C=NC=C2C#CC2=C(C(=O)N)C=CC=N2